C(C)(=O)OC(OC(NC(C(N[C@H](COCC1=CC=CC=C1)C(=O)N1CCC2(CC1)CN(C1=CC=CC=C12)S(=O)(=O)C)=O)(C)C)=O)C (4R)-7,7-dimethyl-4-(1-(methylsulfonyl)spiro[indol-3,4'-piperidin]-1'-carbonyl)-6,9-dioxo-1-phenyl-2,10-dioxa-5,8-diazadodecan-11-yl acetate